BrC=1C=2CCCC2C(=C2C1CC2)NC(=O)N=[S@@](=O)(N)C=2C=NN1C2OC(C1)(C)C (S)-N'-((7-bromo-2,4,5,6-tetrahydro-1H-cyclobuta[f]inden-3-yl)carbamoyl)-2,2-dimethyl-2,3-dihydropyrazolo[5,1-b]oxazole-7-sulfonimidamide